1-Benzyl-3-[4-(trifluoromethyl)phenyl]-1H-2,1-benzothiazin-4(3H)-on-2,2-dioxid C(C1=CC=CC=C1)N1S(C(C(C2=C1C=CC=C2)=O)C2=CC=C(C=C2)C(F)(F)F)(=O)=O